2-(4-methoxyphenyl)-3-methyl-1H-indole COC1=CC=C(C=C1)C=1NC2=CC=CC=C2C1C